(3-(((tert-butyldiphenylsilyl)oxy)methyl)-4-ethyl-5-oxo-4,5-dihydro-1H-1,2,4-triazol-1-yl)-2-(2-chlorophenyl)-4-isopropylphthalazin-1(2H)-one [Si](C1=CC=CC=C1)(C1=CC=CC=C1)(C(C)(C)C)OCC1=NN(C(N1CC)=O)C1=C2C(=NN(C(C2=CC=C1)=O)C1=C(C=CC=C1)Cl)C(C)C